1-({(5s,7s)-3-[2-(3-cyclopentyl-1,2,4-oxadiazol-5-yl)-2-methylpropyl]-2-oxo-1-oxa-3-azaspiro[4.5]decan-7-yl}methyl)-1H-benzimidazole-6-carbonitrile C1(CCCC1)C1=NOC(=N1)C(CN1C(O[C@]2(C1)C[C@H](CCC2)CN2C=NC1=C2C=C(C=C1)C#N)=O)(C)C